C(CC)C(C(=O)O)(CSSCCC(=O)O)CCC dipropyl-3,3'-dithiodipropionic acid